N-(4-((4-(2-(4-((1-(2-(2,6-dioxopiperidin-3-yl)-1,3-dioxoisoindolin-5-yl)piperidin-4-yl)oxy)phenyl)propan-2-yl)phenoxy)methyl)pyrimidin-2-yl)methanesulfonamide O=C1NC(CCC1N1C(C2=CC=C(C=C2C1=O)N1CCC(CC1)OC1=CC=C(C=C1)C(C)(C)C1=CC=C(OCC2=NC(=NC=C2)NS(=O)(=O)C)C=C1)=O)=O